5-bromo-1-ethylindoline-2,3-dione BrC=1C=C2C(C(N(C2=CC1)CC)=O)=O